N-[4-[4-[6-chloro-4-(trifluoromethyl)-2-pyridyl]piperazin-1-yl]sulfonylphenyl]-3-[(3-piperazin-1-ylpropylamino)methyl]benzamide ClC1=CC(=CC(=N1)N1CCN(CC1)S(=O)(=O)C1=CC=C(C=C1)NC(C1=CC(=CC=C1)CNCCCN1CCNCC1)=O)C(F)(F)F